Nickel-Nickel cobalt lithium manganate [Mn](=O)(=O)([O-])[O-].[Li+].[Co+2].[Ni+2].[Ni+2]